ClC1=NC(=CC(=C1)C1(CC(C1)O)C1=NN=CN1C)Cl 3-(2,6-dichloropyridin-4-yl)-3-(4-methyl-4H-1,2,4-triazol-3-yl)cyclobutane-1-ol